BrC1=CC(=C(C=C1F)C1C(NC(CC1)=O)=O)Cl 3-(4-Bromo-2-chloro-5-fluoro-phenyl)piperidine-2,6-dione